Bis(3,5-di-tert-butyl-4-methoxyphenyl)phosphine chloride [Cl-].C(C)(C)(C)C=1C=C(C=C(C1OC)C(C)(C)C)PC1=CC(=C(C(=C1)C(C)(C)C)OC)C(C)(C)C